2,3-dimethylimidazol-4-yl-sulfonyl-2-(5H-imidazo[1,5-b]isoindol-5-yl)-7-azaspiro[3.5]nonan-3-ol CC1=NC=C(N1C)S(=O)(=O)C1C(C(C12CCNCC2)O)C2N1C(C=3C=CC=CC23)=CN=C1